C(C)C1=CC=C(C=C1)/C=C/C(=O)C1=CC=C(C=C1)S(=O)(=O)N1CCC(CC1)C(=O)O 1-[4-[(E)-3-(4-Ethylphenyl)prop-2-enoyl]phenyl]sulfonylpiperidine-4-carboxylic acid